C(C)(C)C1=CC=C(C=C1C(C)C)C(C)C 1,4,6-triisopropylbenzene